CN1N=C2C=CC(=CC2=C1C(=O)OC)OCC1COC1 methyl 2-methyl-5-(oxetan-3-ylmethoxy)-2H-indazole-3-carboxylate